N-[trans-(7RS,9RS)-7-amino-3-cyclopropyl-5-(isobutylsulfamoyl)-8,9-dihydro-7H-cyclopenta[h]isoquinolin-9-yl]pyridine-3-carboxamide N[C@@H]1C[C@H](C=2C1=CC(=C1C=C(N=CC21)C2CC2)S(NCC(C)C)(=O)=O)NC(=O)C=2C=NC=CC2 |r|